BrC1=CC(=CC(=N1)C=1CN(CCC1)C(=O)OC(C)(C)C)Cl tert-butyl 6-bromo-4-chloro-5',6'-dihydro-[2,3'-bipyridine]-1'(2'H)-carboxylate